CC(C(/C(/C(=O)O)=C/NCC(OC)OC)=O)OC (Z)-methyl-2-(((2,2-dimethoxyethyl)amino)methylene)-4-methoxy-3-oxobutyric acid